OCCNC1=CC=C(C(=C1)O)C 5-(2-hydroxyethylamino)-2-cresol